hydroxymethyl-glutamyl-CoA OCN[C@@H](CCC(=O)O)C(=O)SCCNC(CCNC([C@@H](C(COP(OP(OC[C@@H]1[C@H]([C@H]([C@@H](O1)N1C=NC=2C(N)=NC=NC12)O)OP(=O)(O)O)(=O)O)(=O)O)(C)C)O)=O)=O